C(C)N1N=C2N=C(C=NC2=C1)N[C@@H](C)C=1C=C(C=CC1F)NC(CC1=NC(=C(C=C1)F)C)=O (S)-N-(3-(1-((2-ethyl-2H-pyrazolo[3,4-b]pyrazin-6-yl)amino)ethyl)-4-fluorophenyl)-2-(5-fluoro-6-methylpyridin-2-yl)acetamide